methyl piperidine-1-carboxylate N1(CCCCC1)C(=O)OC